C(\C=C/C(=O)O)(=O)O.C(C)O monoethanol maleate